CC1=C(OC(=CC1=O)C)OCC1=CC=CC=C1 dl-m-methylbenzyloxy-6-methyl-4H-pyran-4-one